OC1=C(C=CC(=C1)OCC(COCCCCCCCC)O)C1=NC(=NC(=N1)C1=C(C=C(C=C1)C)C)C1=C(C=C(C=C1)C)C 2-[2-hydroxy-4-(2-hydroxy-3-octyloxypropyloxy)-phenyl]-4,6-bis-(2,4-dimethylphenyl)-1,3,5-triazine